BrC=1C=CC(=C(C(=O)NCC=2C=NC(=CC2)OC)C1)F 5-Bromo-2-fluoro-N-((6-methoxypyridin-3-yl)methyl)benzamide